3-(2,6-bis(benzyloxy)pyridin-3-yl)-1-methyl-1H-indazole-6-carboxylic acid C(C1=CC=CC=C1)OC1=NC(=CC=C1C1=NN(C2=CC(=CC=C12)C(=O)O)C)OCC1=CC=CC=C1